FC1=C(C(=O)O)C=CC=C1N(CC#C)C(C1=CC=CC=C1)=O 2-fluoro-3-(N-(prop-2-yn-1-yl)benzoylamino)benzoic acid